p-benzyl-bromostyrene Dimethyl-succinate COC(CCC(=O)OC)=O.C(C1=CC=CC=C1)C1=CC=C(C=CBr)C=C1